N-(6-amino-5-ethyl-3-pyridyl)-2-[(2R,5S)-5-methyl-2-(2-morpholino-1,3-benzothiazol-5-yl)-1-piperidyl]-2-oxo-acetamide NC1=C(C=C(C=N1)NC(C(=O)N1[C@H](CC[C@@H](C1)C)C=1C=CC2=C(N=C(S2)N2CCOCC2)C1)=O)CC